(4Z)-3,3-difluoro-4-[[4-(methylamino)-2-methylsulfanyl-pyrimidin-5-yl]methylimino]-2H-quinoline-1-carboxylic acid tert-butyl ester C(C)(C)(C)OC(=O)N1CC(\C(\C2=CC=CC=C12)=N/CC=1C(=NC(=NC1)SC)NC)(F)F